Triethoxysilane acrylate C(C=C)(=O)O.C(C)O[SiH](OCC)OCC